6-chloro-2-(4-methoxybenzyl)-4-(pyrimidin-4-yl)-2H-pyrazolo[4,3-c]pyridine-7-carboxamide ClC1=C(C=2C(C(=N1)C1=NC=NC=C1)=CN(N2)CC2=CC=C(C=C2)OC)C(=O)N